C(C)(C)(C)C(=N)N t-butylformamidine